2-(2,6-dioxo-piperidin-3-yl)-5-fluoroisoindole-1,3-dione O=C1NC(CCC1N1C(C2=CC=C(C=C2C1=O)F)=O)=O